BrC=1C=NC2=CC(=NC=C2C1)NC 3-bromo-7-(methylamino)-1,6-naphthyridin